NC1=NC=C(C2=C1C(=C(S2)C2=CC(=C(C=C2)NC(C(=C)C)=O)C)C2=CC=C(C=C2)OC2=NC=CC(=N2)C)C=2C=NN(C2)C N-(4-(4-amino-7-(1-methyl-1H-pyrazol-4-yl)-3-(4-((4-methylpyrimidin-2-yl)oxy)phenyl)thieno[3,2-c]pyridin-2-yl)-2-methylphenyl)methacrylamide